O1CCC2=C1C=CC(=C2)C2=CC=C(C=C2)C2=NOC(C2)(O)C(F)(F)F 3-[4-(2,3-dihydro-1-benzofuran-5-yl)phenyl]-5-(trifluoromethyl)-4,5-dihydro-1,2-oxazol-5-ol